NC1CN(CCC1)C1=C2C(=NC=C1)N(C(=N2)C2=CC(=C(C#N)C=C2)F)C2=CC=C(C=C2)N(CC)CC 4-(7-(3-Aminopiperidin-1-yl)-3-(4-(diethylamino)phenyl)-3H-imidazo[4,5-b]pyridin-2-yl)-2-fluorobenzonitrile